(S)-8-(6-amino-5-((2-amino-3-chloropyridin-4-yl)thio)-3-methylpyrazin-2-yl)-2-ethyl-8-azaspiro[4.5]dec-2-en-1-amine NC1=C(N=C(C(=N1)N1CCC2(CC=C([C@H]2N)CC)CC1)C)SC1=C(C(=NC=C1)N)Cl